N1C=C(C2=CC=CC=C12)C1=NC(=NC=C1)NC1=CC=C(C(=O)NN=CC2=CC=CC=C2)C=C1 4-(4-(1H-indole-3-yl)pyrimidine-2-ylamino)-N'-benzylidenebenzoyl-hydrazine